2-(5-(3-(dimethylamino)propyl)-2-oxo-4-(trifluoromethyl)pyridin-1(2H)-yl)-4-methylpentanoic acid CN(CCCC=1C(=CC(N(C1)C(C(=O)O)CC(C)C)=O)C(F)(F)F)C